C[N+](CCCCCCCCCCCCCCCCC)(CCNC(=O)C=1N(C=C(C1)NC(=O)C=1N(C=C(C1)NC(C1=CC=C(C=C1)\C=C\C=1C=NC2=CC=CC=C2C1)=O)C)C)C (E)-N,N-dimethyl-N-(2-(1-methyl-4-(1-methyl-4-(4-(2-(quinolin-3-yl)vinyl)benzamido)-1H-pyrrole-2-carboxamido)-1H-pyrrole-2-carboxamido)ethyl)heptadecan-1-aminium